4-((3,5-difluoropyridin-2-yl)methoxy)-5',6-dimethyl-2'-(trimethylstannyl)-2H-[1,4'-bipyridin]-2-one FC=1C(=NC=C(C1)F)COC1=CC(N(C(=C1)C)C1=CC(=NC=C1C)[Sn](C)(C)C)=O